4,4'-dihydroxy-[1,1'-biphenyl-3,3'-dicarboxylic acid] OC1=C(C=C(C=C1)C1=CC(=C(C=C1)O)C(=O)O)C(=O)O